BrC1=C(C=CC=C1)C1COCC(N1)=O 5-(2-bromophenyl)morpholin-3-one